(1S,2S,5R)-N-[2-(2,4-dihydroxyphenyl)ethyl]-1-hydroxy-2-isopropyl-5-methyl-cyclohexanecarboxamide OC1=C(C=CC(=C1)O)CCNC(=O)[C@]1([C@@H](CC[C@H](C1)C)C(C)C)O